C(C1=CC=CC=C1)OC1C(C1)C(=O)OCC ethyl 2-(benzyloxy)cyclopropane-1-carboxylate